C(C)OC(CCNC(=O)C=1C=C2C=NN(C2=CC1)C(CCC)C1=CC(=C(C(=C1)C)N1N=CC(=C1)C(F)(F)F)C)=O 3-(1-(1-(3,5-dimethyl-4-(4-(trifluoromethyl)-1H-pyrazol-1-yl)phenyl)butyl)-1H-indazole-5-carboxamido)propionic acid ethyl ester